Isopropyl (1S,3S)-3-((2-(5-(bromomethyl)-1-methyl-1H-pyrazol-4-yl)-4-methylpyrimidin-5-yl)oxy)cyclohexane-1-carboxylate BrCC1=C(C=NN1C)C1=NC=C(C(=N1)C)O[C@@H]1C[C@H](CCC1)C(=O)OC(C)C